2-(R)-phenyl-propionic acid C1(=CC=CC=C1)[C@H](C(=O)O)C